CC(=O)CC(=O)O[C@H](CC(=O)[O-])C[N+](C)(C)C acetoacetylcarnitine